[I-].C(#N)C(=C1CCN(CC1)C(=O)N1C=[N+](C=C1)C)C1=C2C=NNC2=CC=C1 1-(4-(cyano(1H-indazol-4-yl)methylene)piperidine-1-carbonyl)-3-methyl-1H-imidazol-3-ium iodide